oxacyclododec-4-en-6-yl piperazine-1-carboxylate N1(CCNCC1)C(=O)OC1C=CCCOCCCCCC1